BrC1=CC(=C(C(=O)NC2CC2)C(=C1)OC([2H])([2H])[2H])OC(F)F 4-bromo-N-cyclopropyl-2-(difluoromethoxy)-6-(trideuteriomethoxy)benzamide